F[C@@H]1C[C@H](N(C1)C(CC=1C=CC=2N(C1)N=CN2)=O)C(=O)N[C@@H](C2=CC=CC=C2)C2=CC(=C(C=C2)C(C)C)F (2S,4R)-4-fluoro-N-[(S)-[3-fluoro-4-(propan-2-yl)phenyl](phenyl)methyl]-1-(2-{[1,2,4]triazolo[1,5-a]pyridin-6-yl}acetyl)pyrrolidine-2-carboxamide